C(C)(C)(C)[S@@](=O)NC1C=2C=NC=CC2CC12CCN(CC2)C(=O)OC(C)(C)C tert-butyl 7-(((R)-tert-butylsulfinyl) amino)-5,7-dihydrospiro[cyclopenta[c]pyridine-6,4'-piperidine]-1'-carboxylate